O1C(CCCC1)OC(N(CC1=CC=CC=C1)CC)=O tetrahydropyran-2-yl[ethyl]-N-benzyl-carbamate